O=S1(CCN(CC1)C(C(=O)N1CCC(=CC1)C1=CC=C(C=C1)NC(=O)N1CC2=CC=C(C=C2C1)F)=O)=O N-(4-(1-(2-(1,1-dioxidothiomorpholino)-2-oxoacetyl)-1,2,3,6-tetrahydropyridin-4-yl)phenyl)-5-fluoroisoindoline-2-carboxamide